tert-butyl 2-[2-[2-[2-[2-[2-[[2-[4-[6-(dimethylamino)pyridin-3-yl]phenyl]-1,3-benzothiazol-6-yl]-[(2-methylpropan-2-yl)oxycarbonyl]amino]ethoxy]ethoxy]ethoxy]ethoxy]ethoxy]ethanoate CN(C1=CC=C(C=N1)C1=CC=C(C=C1)C=1SC2=C(N1)C=CC(=C2)N(CCOCCOCCOCCOCCOCC(=O)OC(C)(C)C)C(=O)OC(C)(C)C)C